C(CC)(C1=C(C(=CC(=C1)C)C(C)(C)CC)O)C1=C(C(=CC(=C1)C)C(C)(C)CC)O 2,2'-propylidenebis(4-methyl-6-t-pentylphenol)